C(C)(C)(C)OC(=O)N1CCN(CC1)C(\C=C\C1=CC(=C(C=C1)OCC1=C(C=CC=C1)F)OC)=O (E)-4-(3-(4-((2-fluorobenzyl)oxy)-3-methoxyphenyl)acryloyl)piperazine-1-carboxylic acid tert-butyl ester